CC1=C(C(=CC=C1)C)C=1C=C2OC3=CC=CC(C(NC4=CC=CC(S(NC(N1)=N2)(=O)=O)=C4)=O)=C3C (+)-5-(2,6-dimethylphenyl)-21-methyl-9,9-dioxo-2-oxa-9λ6-thia-6,8,15,23-tetrazatetracyclo[15.3.1.13,7.110,14]tricosa-1(20),3,5,7(23),10(22),11,13,17(21),18-nonaen-16-one